C(C)(C)(C)OC(=O)N1CC2(C1)CC(C2)CBr 6-(bromomethyl)-2-azaspiro[3.3]Heptane-2-carboxylic acid tert-butyl ester